N1(CCOCC1)C=1C=CC(=NC1)C(=O)N 5-(morpholin-4-yl)pyridine-2-carboxamide